BrC=1C=C(C(=NC1)[N+](=O)[O-])OC(C)C1=C(C=CC(=C1)F)N1N=C(C=C1)C 1-(2-{1-[(5-bromo-2-nitropyridin-3-yl)oxy]ethyl}-4-fluorophenyl)-3-methyl-1H-pyrazol